[(3R)-Tetrahydrofuran-3-yl]hydrazine hydrochloride Cl.O1C[C@@H](CC1)NN